dimethylsilyloxy(dimethyl)silane C[SiH](O[SiH](C)C)C